OC(/C=C/C=C\CCCCCCCC(=O)O)CCCCC (9z,11e)-13-hydroxy-9,11-octadecadienoic acid